1,1,2,2-Tetrakis(4-methoxyphenyl)ethene COC1=CC=C(C=C1)C(=C(C1=CC=C(C=C1)OC)C1=CC=C(C=C1)OC)C1=CC=C(C=C1)OC